1-Cyclohexyl-3-(7-((pyridin-3-ylmethyl)amino)quinazolin-2-yl)urea C1(CCCCC1)NC(=O)NC1=NC2=CC(=CC=C2C=N1)NCC=1C=NC=CC1